Ethyl 2-((2-methoxyphenyl)amino)benzo[d]oxazole-6-carboxylate COC1=C(C=CC=C1)NC=1OC2=C(N1)C=CC(=C2)C(=O)OCC